C(C1=C(C=CC(C1)(C(C)(C)C)CC)O)C1=C(C=CC(C1)(CC)C(C)(C)C)O 2,2'-methylenebis-(4-tert-butyl-4-ethylphenol)